3,4,5-tris(acetoxy)-6-[3-(2,3-dihydro-1,4-benzodioxin-6-ylmethyl)-4-methylphenyl]Oxane-2-yl acetate C(C)(=O)OC1OC(C(C(C1OC(C)=O)OC(C)=O)OC(C)=O)C1=CC(=C(C=C1)C)CC1=CC2=C(OCCO2)C=C1